4-ETHOXY-1H-INDOLE-3-CARBALDEHYDE C(C)OC1=C2C(=CNC2=CC=C1)C=O